BrC=1C=NN(C1)[C@H]1[C@@H](CN(CC1)C1COC1)O trans-4-(4-bromo-1H-pyrazol-1-yl)-1-(oxetan-3-yl)piperidin-3-ol